8-chloro-3-isopropyl-1H-isochromen-1-one ClC=1C=CC=C2C=C(OC(C12)=O)C(C)C